C(C)(=O)N1CC[C@@H]2N(C([C@H](C1)NC(/C=C/C=1C=C(C=CC1)C(F)(F)P(O)(O)=O)=O)=O)[C@@H](CC2)C(N(C2=CC=CC=C2)C)=O ((3-((E)-3-(((5S,8S,10aR)-3-acetyl-8-(methyl(phenyl)carbamoyl)-6-oxodecahydro-pyrrolo[1,2-a][1,5]diazocin-5-yl)amino)-3-oxoprop-1-en-1-yl)phenyl)difluoromethyl)phosphonic acid